2-Bromo-5-(4-methylpiperazin-1-yl)-1,3,4-thiadiazole BrC=1SC(=NN1)N1CCN(CC1)C